bis(2-bromophenyl)sulfane BrC1=C(C=CC=C1)SC1=C(C=CC=C1)Br